[Sn]=O.[Nb] niobium-tin oxide